FC1=C(C=CC=C1)CCCNC(=S)NCC1=CC(=C(C=C1)O)OC 1-(2-fluorophenylpropyl)-3-(4-hydroxy-3-methoxybenzyl)thiourea